FC1=C2NC(C=3N(C2=CC=C1)C=CC3)=O 6-fluoropyrrolo[1,2-a]quinoxalin-4(5H)-one